4-(4-acetamido-2-oxo-2,3-dihydro-1H-1,3-benzodiazol-1-yl)cyclohexane-1-carboxylic acid C(C)(=O)NC1=CC=CC=2N(C(NC21)=O)C2CCC(CC2)C(=O)O